BrC=1C=CC=C2C(=NC(=NC12)NC1=CC(=C(C=C1)F)Cl)NCC(CC)CC 8-bromo-N2-(3-chloro-4-fluorophenyl)-N4-(2-ethylbutyl)quinazoline-2,4-diamine